C(C)(C)(C)OC(=O)N[C@H](CC(C(=O)O)(C)C)CC1=CC=C(C=C1)[N+](=O)[O-] (4S)-4-{[(tert-Butoxy)carbonyl]amino}-2,2-dimethyl-5-(4-nitrophenyl)pentanoic acid